CC(CCC(CP(O)(O)=O)C(C)CC(C)(C)C)CC(C)(C)C 5,7,7-Trimethyl-2-(4,4-dimethylpentan-2-yl)octylphosphonic acid